2-((2S)-1-acryloyl-4-(7-(6-hydroxynaphthalen-1-yl)-2-(((S)-1-methylpyrrolidin-2-yl)methoxy)-6,7-dihydro-5H-pyrano[2,3-d]pyrimidin-4-yl)piperazin-2-yl)acetonitrile C(C=C)(=O)N1[C@H](CN(CC1)C=1C2=C(N=C(N1)OC[C@H]1N(CCC1)C)OC(CC2)C2=CC=CC1=CC(=CC=C21)O)CC#N